[Si](C1=CC=CC=C1)(C1=CC=CC=C1)(C(C)(C)C)OCC[C@H](CCC)NC=1C2=C(N=C(N1)NC(OC)=O)C=NN2CC2=C(C=CC(=C2)C#N)OC methyl (S)-(7-((1-((tert-butyldiphenylsilyl)oxy)hexan-3-yl)amino)-1-(5-cyano-2-methoxybenzyl)-1H-pyrazolo[4,3-d]pyrimidin-5-yl)carbamate